(R)-6-(1-(difluoromethyl)-1H-pyrazol-4-yl)-2,2-difluoro-7-((5-methoxy-7-methyl-1H-indol-4-yl)methyl)-7-azaspiro[3.5]nonane FC(N1N=CC(=C1)[C@H]1CC2(CC(C2)(F)F)CCN1CC1=C2C=CNC2=C(C=C1OC)C)F